(S)-8-(5-((2-amino-3-chloropyridin-4-yl)thio)pyrazin-2-yl)-2-cyclobutyl-2,8-diazaspiro[4.5]decan-4-amine NC1=NC=CC(=C1Cl)SC=1N=CC(=NC1)N1CCC2([C@@H](CN(C2)C2CCC2)N)CC1